5-(isoindolin-5-ylmethyl-sulfonylamino)thiazole-4-carboxylic acid C1NCC2=CC(=CC=C12)CS(=O)(=O)NC1=C(N=CS1)C(=O)O